4,4-Difluorobenzyl alcohol FC1(CC=C(CO)C=C1)F